1-(2-(tert-Butoxy)-2-oxoethyl)-5-fluoro-2-methyl-1H-benzo[d]imidazole-4-carboxylic acid C(C)(C)(C)OC(CN1C(=NC2=C1C=CC(=C2C(=O)O)F)C)=O